(2S,4R)-N-{(1S)-1-cyano-2-[(3S)-2-oxopyrrolidin-3-yl]ethyl}-4-methyl-1-{(2S)-3-methyl-2-[(trifluoroacetyl)amino]butyl}piperidine-2-carboxamide C(#N)[C@H](C[C@H]1C(NCC1)=O)NC(=O)[C@H]1N(CC[C@H](C1)C)C[C@H](C(C)C)NC(C(F)(F)F)=O